C(C)OC(=O)C=1N=C2N(C=CC(=C2)Br)C1C 7-Bromo-3-methylimidazo[1,2-a]pyridine-2-carboxylic acid ethyl ester